CN1C[C@H](CC1=O)OC(=O)N1C(C(N(C(C1([2H])[2H])([2H])[2H])C1=NC=2N(C=C1)N=CC2C=2C(=NC=CC2)OC2CC2)([2H])[2H])([2H])[2H] [(3S)-1-methyl-5-oxo-pyrrolidin-3-yl]-4-[3-[2-(cyclopropoxy)-3-pyridyl]pyrazolo[1,5-a]pyrimidin-5-yl]-2,2,3,3,5,5,6,6-octadeuterio-piperazine-1-carboxylate